CC(CO)(CC(CO)C)C 2,2,4-trimethyl-1,5-pentanediol